methyl N-[5-[5-[(4-chlorophenyl)-methyl-carbamoyl]-7-methyl-pyrazolo[1,5-a]pyridin-3-yl]-2-pyridyl]carbamate ClC1=CC=C(C=C1)N(C(=O)C1=CC=2N(C(=C1)C)N=CC2C=2C=CC(=NC2)NC(OC)=O)C